FC1=CC=C2C(=N1)[C@H](C(O2)(C)C)CNC(OCC2=CC=CC=C2)=O |r| rac-benzyl [(5-fluoro-2,2-dimethyl-2,3-dihydrofuro[3,2-b]pyridin-3-yl)methyl]carbamate